CN1C2=C(N(C(C1=O)=O)C1CCN(CC1)C1=NC=C(C=N1)C#N)N=CC=C2 2-(4-(1-methyl-2,3-dioxo-2,3-dihydropyrido[2,3-b]pyrazin-4(1H)-yl)piperidin-1-yl)pyrimidine-5-carbonitrile